[C-]1(C=CC=C1)C1=C2CC(CC2=CC=2C=C(CC12)C)(C)C.[CH-]1C=CC=C1.[Fe+2] 4-ferrocenyl-2,2,6-trimethyl-1,2,3,5-tetrahydro-s-indacene